benzyl ({(1r,4r)-4-[5-(5-oxo-4,5-dihydro-1,3,4-oxadiazol-2-yl)-2-(trifluoromethyl)anilino]cyclohexyl}methyl)carbamate O=C1NN=C(O1)C=1C=CC(=C(NC2CCC(CC2)CNC(OCC2=CC=CC=C2)=O)C1)C(F)(F)F